α-Hydroxy-α-phenylacetophenon OC(C(=O)C1=CC=CC=C1)C1=CC=CC=C1